Disulfanediylbis(ethane-2,1-diyl)disulfonate S(SCCS(=O)(=O)[O-])CCS(=O)(=O)[O-]